(2S)-N-[(1S)-2-amino-2-oxo-1-[[(3S)-2-oxopyrrolidin-3-yl]methyl]ethyl]-4-methyl-2-[[(E)-3-phenylprop-2-enoyl]amino]pentanamide NC([C@H](C[C@H]1C(NCC1)=O)NC([C@H](CC(C)C)NC(\C=C\C1=CC=CC=C1)=O)=O)=O